[diphenyl-[(2S)-pyrrolidin-2-yl]methoxy]-methyl-diphenyl-silane C1(=CC=CC=C1)C(O[Si](C1=CC=CC=C1)(C1=CC=CC=C1)C)([C@H]1NCCC1)C1=CC=CC=C1